1-((2-chlorophenyl)carbamoyl)-3-methoxycarbonyl-β-carboline ClC1=C(C=CC=C1)NC(=O)C1=NC(=CC=2C3=CC=CC=C3NC12)C(=O)OC